N[C@@H]([C@@H](C)CC)C(=O)OCC[C@H](CN1C=2N=C(NC(C2N=C1)=O)N)COC(CCCCCCCCCCCCC)=O (R)-9-[4-(L-isoleucyloxy)-2-(myristoyloxymethyl)butyl]guanine